COC(=O)[C@@H]1C[C@@H](C1)OCC.NC=1N=C(SC1C(C1=CC=CC=C1)=O)N([C@@H](C(=O)N)C)C=1C=NC(=CC1)OC(F)(F)F |&1:26| rac-2-[(4-amino-5-benzoyl-thiazol-2-yl)-[6-(trifluoromethoxy)-3-pyridyl]amino]propanamide methyl-(cis)-3-ethoxycyclobutane-1-carboxylate